12,12-difluoro-8,14-dioxa-10,19,20-triazatetracyclo[13.5.2.12,6.018,21]tricosa-1(20),2(23),3,5,15(22),16,18(21)-heptaen-9-one FC1(CNC(OCC2=CC=CC(C3=NNC=4C=CC(OC1)=CC34)=C2)=O)F